C(OCC)(OC=1C(=NC=CC1OC)C(NC(C)C1=NOC(=N1)C1=CC=C(C=C1)F)=O)=O ethyl (2-((1-(5-(4-fluorophenyl)-1,2,4-oxadiazol-3-yl)ethyl)carbamoyl)-4-methoxypyridin-3-yl) carbonate